1-(5-chloro-2-fluoro-3-pyridyl)-4-methyl-pyrazol-3-amine ClC=1C=C(C(=NC1)F)N1N=C(C(=C1)C)N